FC1=C(SC=C1)C(=O)O 3-fluoro-thiophene-2-carboxylic acid